4-[2-({4-[3-(4-fluorophenyl)-5-methyl-4-oxo-4,5-dihydro-1H-pyrrolo[3,2-c]pyridin-2-yl]pyridin-2-yl}amino)-2-oxoethyl]-N-(2-methoxyethyl)-N-methylbenzamide FC1=CC=C(C=C1)C1=C(NC2=C1C(N(C=C2)C)=O)C2=CC(=NC=C2)NC(CC2=CC=C(C(=O)N(C)CCOC)C=C2)=O